4-(4-Methylbenzenesulfonyl-3,4-dihydro-2H-pyrido[4,3-b][1,4]oxazin-8-yl)benzonitrile CC1=CC=C(C=C1)S(=O)(=O)C1CNC2=C(O1)C(=CN=C2)C2=CC=C(C#N)C=C2